C(C=C)(=O)N1CCN(CC1)C1=NC(N2C3=C(C(=C(C=C13)C(F)(F)F)C1=CC=C(C=C1)F)SCC1(C2)COC1)=O 8'-(4-acryloylpiperazin-1-yl)-11'-(4-fluorophenyl)-10'-(trifluoromethyl)-2'H,4'H,6'H-spiro[oxetane-3,3'-[1,4]thiazepino[2,3,4-ij]quinazolin]-6'-one